OCCNN1N=CC=C(C1=O)N1CC=2N=C(N=CC2CC1)OC1=C(C=CC=C1)C(F)(F)F 2-[(2-hydroxyethyl)amino]-4-[2-(trifluoromethyl)phenoxyl-5H,6H,7H,8H-pyrido[3,4-d]pyrimidin-7-yl]-2,3-dihydropyridazin-3-one